octadecyl dodecyl 3,3'-thiodipropionate S(CCC(=O)OCCCCCCCCCCCC)CCC(=O)OCCCCCCCCCCCCCCCCCC